(S*)-ethyl 6-(bromomethyl)-4-(3-fluoro-2-methylphenyl)-2-(4-methylthiazol-2-yl)-1,4-dihydropyrimidine-5-carboxylate BrCC1=C([C@@H](N=C(N1)C=1SC=C(N1)C)C1=C(C(=CC=C1)F)C)C(=O)OCC |o1:4|